C(C)[C@H]1N(C[C@@H](N(C1)C=1C=2C(N(C(C1)=O)C)=CN(N2)C2OCCCC2)CC)C(C(=O)O)C2=CC=C(C=C2)C(F)(F)F 2-((2R,5S)-2,5-diethyl-4-(4-methyl-5-oxo-2-(tetrahydro-2H-pyran-2-yl)-4,5-dihydro-2H-pyrazolo[4,3-b]Pyridin-7-yl)piperazin-1-yl)-2-(4-(trifluoromethyl)phenyl)acetic acid